Tert-butyl (S)-(2-(2-(2-(2-hydroxyethoxy)ethoxy)ethoxy)ethyl)(3-(isoquinolin-6-ylamino)-3-oxo-2-phenylpropyl)carbamate Lithium hydroxide monohydrate O.[OH-].[Li+].OCCOCCOCCOCCN(C(OC(C)(C)C)=O)C[C@@H](C(=O)NC=1C=C2C=CN=CC2=CC1)C1=CC=CC=C1